FC=1C=CC=2N(C(C=C(N2)C=2C=CC=3N(N2)C=C(N3)C)=O)C1 7-fluoro-2-(2-methylimidazo[1,2-b]pyridazin-6-yl)-4H-pyrido[1,2-a]pyrimidin-4-one